FC(S(=O)C1=NC=CC=C1)F ((difluoromethyl)sulfinyl)pyridine